N1=CNC(C2=C1CNC2)=O 3H,5H,6H,7H-pyrrolo[3,4-d]pyrimidin-4-one